2-({4-[(1E)-2-ethoxyethenyl]pyridin-2-yl}oxy)-2-methylpropanoic acid C(C)O/C=C/C1=CC(=NC=C1)OC(C(=O)O)(C)C